(1R,2S,3R,5R)-3-(4-amino-5-(1H-pyrazol-5-yl)-7H-pyrrolo[2,3-d]pyrimidin-7-yl)-5-(((3-(phenethylamino)propyl)amino)methyl)cyclopentane-1,2-diol NC=1C2=C(N=CN1)N(C=C2C2=CC=NN2)[C@H]2[C@@H]([C@@H]([C@H](C2)CNCCCNCCC2=CC=CC=C2)O)O